CNC1=NC(=NC=C1C=C[N+](=O)[O-])NC1=CC=C(C=C1)N1CCN(CC1)C N4-methyl-N2-[4-(4-methylpiperazin-1-yl)phenyl]-5-(2-nitrovinyl)pyrimidine-2,4-diamine